methyl-N-(tert-butoxycarbonyl)-O-{2-[2-(2-methoxyethoxy)ethoxy]ethyl}-L-tyrosinate COC([C@@H](NC(=O)OC(C)(C)C)CC1=CC=C(C=C1)OCCOCCOCCOC)=O